FC1=CC=C(C(=N1)C)OC1=C(C(=O)NC=2C=C(C=CC2)[S@@](=O)(C)=NC(OC(C)(C)C)=O)C(=C(C=N1)C(F)(F)F)C tert-butyl (S)-((3-(2-((6-fluoro-2-methylpyridin-3-yl)oxy)-4-methyl-5-(trifluoromethyl) nicotinamido)phenyl)(methyl)(oxo)-λ6-sulfaneylidene)carbamate